(3S,4S,5S,6S)-3-acetamido-6-(acetoxymethyl)tetrahydro-2H-pyran-2,4,5-triyl triacetate C(C)(=O)OC1O[C@H]([C@H]([C@H]([C@@H]1NC(C)=O)OC(C)=O)OC(C)=O)COC(C)=O